C(C)(C)(C)OC(=O)N1CCN(CC1)CCOC1CC(C1)OCC1=CC=CC=C1 4-(2-((1s,3s)-3-(benzyloxy)cyclobutoxy)ethyl)piperazine-1-carboxylic acid tert-butyl ester